C(#N)C1=NC=CC(=C1)NC(C1=C(N=CC(=C1)C(F)(F)F)N1C[C@H](C(CC1)(F)F)C)=O |o1:22| (R or S)-N-(2-cyanopyridin-4-yl)-2-(4,4-difluoro-3-methylpiperidin-1-yl)-5-(trifluoro-methyl)nicotinamide